(2S,4R)-1-(2-(4-amino-5-bromo-7H-pyrrolo[2,3-d]pyrimidin-7-yl)acetyl)-N-(3-chloro-2-fluorobenzyl)-4-fluoropyrrolidine-2-carboxamide NC=1C2=C(N=CN1)N(C=C2Br)CC(=O)N2[C@@H](C[C@H](C2)F)C(=O)NCC2=C(C(=CC=C2)Cl)F